N=1C=C(N2C1C=CC=C2)C(=O)N2CC1=C(CC2)C(=CS1)C(=O)NC1=CC(=CC(=C1)C(F)(F)F)CN1CCOCC1 6-(imidazo[1,2-a]pyridine-3-carbonyl)-N-(3-(morpholinomethyl)-5-(trifluoro-methyl)phenyl)-4,5,6,7-tetrahydrothieno[2,3-c]-pyridine-3-carboxamide